3-(4-chloro-1H-indol-6-yl)-1-[1-(3,5-difluorophenyl)ethyl]urea ClC1=C2C=CNC2=CC(=C1)NC(NC(C)C1=CC(=CC(=C1)F)F)=O